NCC#CC1=CC=C(C=C1)C1=CC=C(O1)C(=O)NC1CCN(CC1)C(C[C@H]1C=2N(C3=C(C(=N1)C1=CC=C(C=C1)Cl)C(=C(S3)C)C)C(=NN2)C)=O (S)-5-(4-(3-aminoprop-1-yn-1-yl)phenyl)-N-(1-(2-(4-(4-chlorophenyl)-2,3,9-trimethyl-6H-thieno[3,2-f][1,2,4]triazolo[4,3-a][1,4]diazepin-6-yl)acetyl)piperidin-4-yl)furan-2-carboxamide